(2,3-dichloro-6-hydroxyphenyl)-2-ethyl-2,5,6,7-tetrahydro-1H-cyclopenta[c]pyridin-1-one ClC1=C(C(=CC=C1Cl)O)C1=CC2=C(C(N1CC)=O)CCC2